4-(benzyloxy)-3-(tert-butyl)-1H-pyrazole C(C1=CC=CC=C1)OC=1C(=NNC1)C(C)(C)C